BrC1=CC2=C(N(C(C(N2C)=O)=O)C2CCN(CC2)C2=NC=C(C=N2)C#N)N=C1 2-(4-(7-bromo-1-methyl-2,3-dioxo-2,3-dihydropyrido[2,3-b]pyrazin-4(1H)-yl)piperidin-1-yl)pyrimidine-5-carbonitrile